9,10-difluoro-7-oxo-2,3,6,7-tetrahydro-5H-[1,4]oxazino[2,3,4-ij]quinoline-6-carbaldehyde FC=1C=C2C(C(CN3C2=C(C1F)OCC3)C=O)=O